1-(4-((4-(1-(4-((9-cyclopentyl-8-(phenylamino)-9H-purin-2-yl)amino)phenyl)piperidin-4-yl)piperazin-1-yl)methyl)-3-fluorophenyl)dihydropyrimidine-2,4(1H,3H)-dione C1(CCCC1)N1C2=NC(=NC=C2N=C1NC1=CC=CC=C1)NC1=CC=C(C=C1)N1CCC(CC1)N1CCN(CC1)CC1=C(C=C(C=C1)N1C(NC(CC1)=O)=O)F